OC1=C2C(C=C(OC2=CC(=C1)OC)C1=CC=C(C=C1)O)=O 5,4'-dihydroxy-7-methoxyflavone